CN1C[C@@H]([C@H](CC1)NC(=O)C1=CC(=CC=2N(C=NC21)CC(F)(F)F)C#CCNC2=C(C=C(C=C2)C(NC)=O)C(F)(F)F)C N-[(3S,4S)-1-methyl-3-methyl-4-piperidyl]-6-{3-[4-(N-methylcarbamoyl)-2-(trifluoromethyl)phenylamino]-1-propynyl}-1-(2,2,2-trifluoroethyl)-1H-1,3-benzimidazole-4-carboxamide